4-(2-ethoxyphenyl)-N2-(6-methoxy-2-methyl-1,2,3,4-tetrahydroisoquinolin-7-yl)-7H-pyrrolo[2,3-d]pyrimidine-2,4-diamine C(C)OC1=C(C=CC=C1)C1(C2=C(N=C(N1)NC1=C(C=C3CCN(CC3=C1)C)OC)NC=C2)N